5-N-[[5-([1,2,4]Triazolo[4,3-a]pyridin-7-yloxymethyl)-2-oxabicyclo[3.1.1]heptan-1-yl]methyl]isoquinoline-1,5-diamine N=1N=CN2C1C=C(C=C2)OCC21CCOC(C2)(C1)CNC=1C=2C=CN=C(C2C=CC1)N